3-butyl-5-methyleneoxazolidine C(CCC)N1COC(C1)=C